1-Hydroxypiperazine ON1CCNCC1